BrC1=CC=CC=2C=CC=3OC4=C(C3C12)C=CC=C4 1-bromonaphtho[2,1-b]benzofuran